2-Methyl-N-[6-(1-methyl-piperidine-4-carbonyl)-pyridin-2-yl]-benzamide CC1=C(C(=O)NC2=NC(=CC=C2)C(=O)C2CCN(CC2)C)C=CC=C1